ClC1=C(C#N)C=C(C=C1)C(=O)N1[C@@H](C=2N(CC1)C(=NN2)C2=NC(=NS2)C2CC2)C (R)-2-chloro-5-(3-(3-cyclopropyl-1,2,4-thiadiazol-5-yl)-8-methyl-5,6,7,8-tetrahydro-[1,2,4]triazolo[4,3-a]pyrazine-7-carbonyl)benzonitrile